COC1=NC=C(C(=N1)C)C1=CC=C(C[N+]2=NOC(=C2)[N-]C(NC2=CC(=CC=C2)C(F)(F)F)=O)C=C1 (3-(4-(2-Methoxy-4-methylpyrimidin-5-yl)benzyl)-1,2,3-oxadiazol-3-ium-5-yl)((3-(trifluoromethyl)phenyl)carbamoyl)amide